FC(OC1=CC=C(N)C=C1)(F)F 4-trifluoromethoxylaniline